(2S,3aS,6aR)-N-[(1S)-1-cyano-2-[2-fluoro-4-(3-methyl-2-oxo-1,3-benzoxazol-5-yl)phenyl]ethyl]-hexahydro-1H-furo[3,4-b]pyrrole-2-carboxamide C(#N)[C@H](CC1=C(C=C(C=C1)C=1C=CC2=C(N(C(O2)=O)C)C1)F)NC(=O)[C@@H]1C[C@H]2[C@@H](N1)COC2